C(C=1C(C(=O)OCCCCCCCCCCC)=CC(C(=O)OCCCCCCCCCCC)=CC1)(=O)OCCCCCCCCCCC triundecyl trimellitate